Cyclohexyl-phthalonitrile C1(CCCCC1)C1=C(C(C#N)=CC=C1)C#N